vinyl-(methyl-eugenol) C(=C)C=1C(=C(C(=CC1CC=C)OC)O)C